C(=O)NC1=CN([C@H]2[C@H](O)[C@H](O)[C@@H](CO)O2)C=2N=C(NC(C12)=O)N 7-formylamino-7-deazaguanosine